C(C)(C)(C)P Tertiary butyl-phosphine